4-(3-acrylamidopyridin-4-yl)-2-chloro-N-(5-chloro-6-(2H-1,2,3-triazol-2-yl)pyridin-3-yl)-5-fluorobenzamide C(C=C)(=O)NC=1C=NC=CC1C1=CC(=C(C(=O)NC=2C=NC(=C(C2)Cl)N2N=CC=N2)C=C1F)Cl